tert-butyl 3-(2-((benzyloxy)carbonyl)-6-(3-methyl-1H-pyrrolo[2,3-b]pyridin-5-yl)-1,2,3,4-tetrahydroisoquinolin-8-yl)morpholine-4-Carboxylate C(C1=CC=CC=C1)OC(=O)N1CC2=C(C=C(C=C2CC1)C=1C=C2C(=NC1)NC=C2C)C2N(CCOC2)C(=O)OC(C)(C)C